N[C@@H]1CN(CC[C@H]1F)C1=NC2=C(N1CC1=CC=C(C#N)C=C1)C=CC=C2Cl 4-((2-((3R,4R)-3-Amino-4-fluoropiperidin-1-yl)-4-chloro-1H-benzo[d]imidazol-1-yl)methyl)benzonitril